ClC=1C(=CC2=CN(N=C2C1)C1CC(C1)CO)C=1C(=NC(=CC1)C(F)(F)F)C(=O)N (6-chloro-2-((1r,3r)-3-(hydroxymethyl)cyclobutyl)-2H-indazol-5-yl)-6-(trifluoromethyl)Pyridinecarboxamide